4-((4-(8-chloro-7-((2-methyl-1-((2-(trimethylsilyl)ethoxy)methyl)-1H-benzo[d]imidazol-6-yl)oxy)quinoxalin-2-yl)-1H-pyrazol-1-yl)methyl)tetrahydro-2H-thiopyran 1,1-dioxide ClC=1C(=CC=C2N=CC(=NC12)C=1C=NN(C1)CC1CCS(CC1)(=O)=O)OC=1C=CC2=C(N(C(=N2)C)COCC[Si](C)(C)C)C1